2-(hydroxymethyl)-5-[(1-methylpyrrolidin-2-yl)methoxy]-2,3-dihydro-1H-indene-4-carbonitrile OCC1CC=2C=CC(=C(C2C1)C#N)OCC1N(CCC1)C